n-butyl sec-butyl-phosphinate C(C)(CC)P(OCCCC)=O